C(CCCCC)OCCCC=[N+](C(C)C)[O-] 4-(hexyloxy)-N-isopropylbutan-1-imine oxide